4-((3S)-3-(but-2-ynamido)-4-methylpiperidin-1-yl)-3-chloro-5-fluoro-2-methyl-1H-indole-7-carboxamide C(C#CC)(=O)N[C@@H]1CN(CCC1C)C1=C2C(=C(NC2=C(C=C1F)C(=O)N)C)Cl